C(C)(C)(C)OC(=O)N1CCN(CC1)C(C1=C(C=C(C=C1OC)B1OC(C(O1)(C)C)(C)C)OC)=O.COC1=C(C=CC(=C1)OC)C1=NC=CC=C1 2-(2,4-dimethoxyphenyl)pyridin tert-butyl-4-[2,6-dimethoxy-4-(4,4,5,5-tetramethyl-1,3,2-dioxaborolan-2-yl)benzoyl]piperazine-1-carboxylate